5-(3,5-dichloro-phenyl)-5-(trifluoromethyl)-4H-isoxazol-3-amine ClC=1C=C(C=C(C1)Cl)C1(CC(=NO1)N)C(F)(F)F